NC1(CCN(CC1)C1=C(C=CC=2N(C(=NC21)C)C)NC(=O)C2=NN(C(C=C2)=O)C2=C(C=CC=C2F)F)C N-(4-(4-amino-4-methylpiperidin-1-yl)-1,2-dimethyl-1H-benzo[d]imidazol-5-yl)-1-(2,6-difluorophenyl)-6-oxo-1,6-dihydropyridazine-3-carboxamide